6-(1-(7-(chloro-methyl)-5-(1,3-dimethyl-1H-pyrazol-4-yl)-1-oxo-3,4-dihydroisoquinolin-2(1H)-yl)ethyl)-4-ethoxy-nicotinonitrile ClCC1=CC(=C2CCN(C(C2=C1)=O)C(C)C1=NC=C(C#N)C(=C1)OCC)C=1C(=NN(C1)C)C